OC=1C=C(C=CC1O)/C=C/C(=O)NCCC1=CC=C(C=C1)OCC1=CC=NC=C1 (E)-3-(3,4-dihydroxyphenyl)-N-(4-(pyridin-4-ylmethoxy)phenethyl)acrylamide